Titanium(IV) tetrabutoxide [O-]CCCC.[O-]CCCC.[O-]CCCC.[O-]CCCC.[Ti+4]